N-(3-Methoxy-5-((tetrahydrofuran-2-yl)methoxy)phenyl)-6-(trifluoromethyl)quinolin-4-amine COC=1C=C(C=C(C1)OCC1OCCC1)NC1=CC=NC2=CC=C(C=C12)C(F)(F)F